N'-(1-acetylazetidine-3-carbonyl)-4-amino-N',1-dimethyl-N-[[5-(trifluoromethyl)-2-pyridyl]methyl]pyrazolo[4,3-c]quinoline-8-carbohydrazide C(C)(=O)N1CC(C1)C(=O)N(N(C(=O)C1=CC=2C3=C(C(=NC2C=C1)N)C=NN3C)CC3=NC=C(C=C3)C(F)(F)F)C